ClB1NB(NB(N1)Cl)Cl 2,4,6-trichloroborazine